((3-(4,4-bis(ethoxymethyl)cyclohexyl)-1H-pyrazol-4-yl)methyl)-N1,N2-dimethylethane-1,2-diamine C(C)OCC1(CCC(CC1)C1=NNC=C1CC(CNC)NC)COCC